CSC1=NC=CC(=C1)NC(C1=CC=C(C=C1)C(F)(F)F)=O N-(2-(methylthio)pyridine-4-yl)-4-(trifluoromethyl)benzamide